C(=O)(OC(C)(C)C)NS(=O)(=O)C1=CC=C(C)C=C1 N-BOC-p-toluenesulfonamide